FC1=C(C[N+]#[C-])C=CC=C1 2-FLUOROBENZYLISOCYANIDE